methyl 3-(4-(3-chloropropoxy)phenyl)isonicotinate ClCCCOC1=CC=C(C=C1)C1=C(C(=O)OC)C=CN=C1